2-(3,5-dichloro-4-(4-hydroxy-3-isopropylbenzyl)phenoxy)-N-(pyrazin-2-yl)acetamide isobutyl-2,5-dichloro-3-thiophenesulfonate C(C(C)C)OS(=O)(=O)C1=C(SC(=C1)Cl)Cl.ClC=1C=C(OCC(=O)NC2=NC=CN=C2)C=C(C1CC1=CC(=C(C=C1)O)C(C)C)Cl